C(C)(C)(C)OC(N=S(=O)(C1CC1)C1=CC(=C(C=C1)N)OC)=O tert-Butyl((4-amino-3-methoxyphenyl)(cyclopropyl)(oxo)-λ6-sulfaneylidene)carbamate